4-(2-Amino-2-methylpropanoyl)-N-(1-(4-((4-aminopiperidin-1-yl)methyl)cyclohex-1-en-1-yl)-2-oxo-1,2-dihydropyrimidin-4-yl)piperazine-1-carboxamide hydrochloride salt Cl.NC(C(=O)N1CCN(CC1)C(=O)NC1=NC(N(C=C1)C1=CCC(CC1)CN1CCC(CC1)N)=O)(C)C